N-{(6S)-2-[4-(2,6-difluorophenyl)-6-(trifluoromethyl)-1,2-benzoxazol-3-yl]-3-oxo-2,5,6,7-tetrahydro-3H-pyrrolo[1,2-c]imidazol-6-yl}methanesulfonamide FC1=C(C(=CC=C1)F)C1=CC(=CC2=C1C(=NO2)N2C(N1C(=C2)C[C@@H](C1)NS(=O)(=O)C)=O)C(F)(F)F